BrC1=C(C=CC(=C1)C(F)(F)F)O 2-bromo-4-(trifluoromethyl)phenol